NC1=CC=C(C=C1)C1=CC=C2C=CC3=CC=CC4=CC=C1C2=C34 (p-aminophenyl)-pyrene